1-(3,3-difluorocyclobutyl)-3-(3-(3,3-difluorocyclobutyl)-1,4-dimethyl-1H-pyrazol-5-yl)urea FC1(CC(C1)NC(=O)NC1=C(C(=NN1C)C1CC(C1)(F)F)C)F